6-chloro-4-(4-(piperazin-1-yl)phenyl)pyridazin-3-amine hydrochloride Cl.ClC1=CC(=C(N=N1)N)C1=CC=C(C=C1)N1CCNCC1